2-[(2-chloro-3-pyridinyl)oxy]acetic acid ClC1=NC=CC=C1OCC(=O)O